tert-butyl (S)-((2'-(3-(5-(((tert-butyldimethylsilyl)oxy)methyl)picolinamido)-2-methylphenyl)-3'-chloro-6-methoxy-[2,4'-bipyridin]-5-yl)methyl)((5-oxopyrrolidin-2-yl)methyl)carbamate [Si](C)(C)(C(C)(C)C)OCC=1C=CC(=NC1)C(=O)NC=1C(=C(C=CC1)C1=NC=CC(=C1Cl)C1=NC(=C(C=C1)CN(C(OC(C)(C)C)=O)C[C@H]1NC(CC1)=O)OC)C